diethyleneglycol dioleate C(CCCCCCC\C=C/CCCCCCCC)(=O)OCCOCCOC(CCCCCCC\C=C/CCCCCCCC)=O